OC1(CN(CC1)C1=CC(=CC(=N1)N1CC2(C=3C=NC(=CC31)NC(C)=O)CC2)C)C(F)(F)F N-(1'-(6-(3-hydroxy-3-(trifluoromethyl)pyrrolidin-1-yl)-4-methylpyridin-2-yl)-1',2'-dihydrospiro[cyclopropane-1,3'-pyrrolo[3,2-c]pyridin]-6'-yl)acetamide